NC1=NC=CC(=C1O)C=1NC2=CC=C(C=C2C1CC)C1CCNCC1 2-amino-4-(3-ethyl-5-(piperidin-4-yl)-1H-indol-2-yl)pyridin-3-ol